(E)-4-(2-((6-(1H-imidazol-1-yl)pyridin-3-yl)methylene)hydrazineyl)-7-chloroquinoline HCl salt Cl.N1(C=NC=C1)C1=CC=C(C=N1)\C=N\NC1=CC=NC2=CC(=CC=C12)Cl